N1=CC=CC2=CC=CC(=C12)C=O 8-quinolinecarbaldehyde